(S)-N-(4-cyclopropylphenyl)-1-(2-(pyridin-2-yl)ethyl)piperidine-3-carboxamide C1(CC1)C1=CC=C(C=C1)NC(=O)[C@@H]1CN(CCC1)CCC1=NC=CC=C1